CC1=CC=C(O1)\C=N\NC(N)=S (E)-2-((5-methylfuran-2-yl)methylene)hydrazine-1-carbothioamide